CC1(CC(C(CO1)C(=O)OC)=O)C methyl 6,6-dimethyl-4-oxotetrahydropyran-3-carboxylate